BrC=1C=C(C=C2C(=C(N(C12)CC1CC1)C1=CCCNC1)F)C(=O)N(C)C 7-bromo-1-(cyclopropylmethyl)-3-fluoro-N,N-dimethyl-2-(1,2,3,6-tetrahydropyridin-5-yl)indole-5-carboxamide